FC(C=1C=C(C=C(C1)C(F)(F)F)NC(=S)NC1CCCCC1)(F)F N-[3,5-bis(trifluoromethyl)phenyl]-N'-cyclohexylthiourea